ClC1=C(C=C(C=C1)C(F)(F)F)N=C=S 2-chloro-5-(trifluoromethyl)phenyl isothiocyanate